Mannosyl-glyceric acid C1([C@@H](O)[C@@H](O)[C@H](O)[C@H](O1)CO)C(C(=O)O)(O)CO